4-[2-(methoxymethyl)-7-methylsulfonyl-2,3-dihydro-1,4-benzodioxin-5-yl]-2-methylisoquinolin-1-one COCC1COC2=C(O1)C=C(C=C2C2=CN(C(C1=CC=CC=C21)=O)C)S(=O)(=O)C